(3R)-3-(4-Chlorophenyl)-2-[(5-chloropyrimidin-2-yl)methyl]-4-fluoro-6-[1-(4-fluoro-1-methylpiperidin-4-yl)-1-hydroxypropyl]-3-[(3S)-oxolan-3-yloxy]-2,3-dihydro-1H-isoindol-1-on ClC1=CC=C(C=C1)[C@@]1(N(C(C2=CC(=CC(=C12)F)C(CC)(O)C1(CCN(CC1)C)F)=O)CC1=NC=C(C=N1)Cl)O[C@@H]1COCC1